C[C@H]1CNCC[C@H]1C1=CC(=C(C=C1)C)C(F)(F)F (3R,4R)-3-Methyl-4-(4-methyl-3-(trifluoromethyl)phenyl)piperidine